N-[(6-Amino-2-pyridyl)sulfonyl]-6-[6-(cyclobutoxy)-3-pyridyl]-2-[(2S,5R)-2,5-dimethylpyrrolidin-1-yl]pyridin-3-carboxamid NC1=CC=CC(=N1)S(=O)(=O)NC(=O)C=1C(=NC(=CC1)C=1C=NC(=CC1)OC1CCC1)N1[C@H](CC[C@H]1C)C